(2s,5s)-5-(azidomethyl)-2-methyl-4-(1-(4-(trifluoromethyl)phenyl)ethyl)piperazine-1-carboxylic acid tert-butyl ester C(C)(C)(C)OC(=O)N1[C@H](CN([C@@H](C1)CN=[N+]=[N-])C(C)C1=CC=C(C=C1)C(F)(F)F)C